benzyl 5-(benzyloxy)-4-methoxy-2-propiolamidobenzoate C(C1=CC=CC=C1)OC=1C(=CC(=C(C(=O)OCC2=CC=CC=C2)C1)NC(C#C)=O)OC